tert-butyl (S)-4-(2-(2,8-dimethylimidazo[1,2-a]pyridin-6-yl)-9-fluoro-4-oxo-4H-pyrido[1,2-a][1,3,5]triazin-7-yl)-2-methylpiperazine-1-carboxylate CC=1N=C2N(C=C(C=C2C)C=2N=C3N(C(N2)=O)C=C(C=C3F)N3C[C@@H](N(CC3)C(=O)OC(C)(C)C)C)C1